[Si](C)(C)(C(C)(C)C)OCC1=C(C=C(C(=O)OC)C=C1)C(F)F methyl 4-(((tert-butyldimethylsilyl)oxy)methyl)-3-(difluoromethyl)benzoate